N1-(2,6-dibenzyloxy-3-pyridyl)-N2-methyl-3-nitro-benzene-1,2-diamine C(C1=CC=CC=C1)OC1=NC(=CC=C1NC=1C(=C(C=CC1)[N+](=O)[O-])NC)OCC1=CC=CC=C1